O1CCN(CC1)C=1C2=C(N=CN1)NC(=C2)C2=CC=C(C=C2)NS(=O)(=O)C2CN(CC2)C2CNCCC2 N-(4-(4-morpholino-7H-pyrrolo[2,3-d]pyrimidin-6-yl)phenyl)-1-(piperidin-3-yl)pyrrolidine-3-sulfonamide